(3S,4S)-8-(9-(benzofuran-7-ylethynyl)-7H-imidazo[1,2-c]pyrazolo[4,3-e]pyrimidin-5-yl)-3-methyl-2-oxa-8-azaspiro[4.5]decan-4-amine O1C=CC2=C1C(=CC=C2)C#CC2=NNC1=C2C=2N(C(=N1)N1CCC3([C@@H]([C@@H](OC3)C)N)CC1)C=CN2